N-[2-[(E)-3-(dimethylamino)-3-oxo-prop-1-enyl]thieno[3,2-c]pyridin-4-yl]-2-fluoro-N-[(3R)-3-piperidyl]-4-(triazolo[4,5-b]pyridin-3-yl)benzamide CN(C(/C=C/C1=CC=2C(=NC=CC2S1)N(C(C1=C(C=C(C=C1)N1N=NC=2C1=NC=CC2)F)=O)[C@H]2CNCCC2)=O)C